CC1=NN=C(S1)C=O (5-methyl-1,3,4-thiadiazol-2-yl)methanone